3-(4-bromophenyl)-4-phenylthiazolidine-2-carboxylic acid ethyl ester C(C)OC(=O)C1SCC(N1C1=CC=C(C=C1)Br)C1=CC=CC=C1